N-(2-(cyanomethyl)-4-fluoro-5-(4,4,5,5-tetramethyl-1,3,2-dioxaborolan-2-yl)phenyl)-2,2,2-trifluoroacetamide C(#N)CC1=C(C=C(C(=C1)F)B1OC(C(O1)(C)C)(C)C)NC(C(F)(F)F)=O